N-[6-(5-fluoropyridin-2-yl)-2H,3H,4H-pyrido[3,2-b][1,4]oxazin-8-yl]pyridin-4-amine FC=1C=CC(=NC1)C=1C=C(C=2OCCNC2N1)NC1=CC=NC=C1